((1r,2r)-6,7-difluoro-2-hydroxy-4,4-dimethyl-1,2,3,4-tetrahydronaphthalen-1-yl)-3-(5-methyl-6-(2-methylpyrimidin-5-yl)-2-phenylpyridin-3-yl)urea FC=1C=C2C(C[C@H]([C@@H](C2=CC1F)NC(=O)NC=1C(=NC(=C(C1)C)C=1C=NC(=NC1)C)C1=CC=CC=C1)O)(C)C